NC1=C(C=C(N=N1)C1=C(C=CC=C1)O)N1CC2CCC(C1)N2 2-(6-amino-5-[3,8-diazabicyclo[3.2.1]octan-3-yl]pyridazin-3-yl)phenol